meglumine benzoxazolate O1C(=NC2=C1C=CC=C2)C(=O)O.N(C)C[C@H](O)[C@@H](O)[C@H](O)[C@H](O)CO